C1(=CC=CC=2[Se]C3=C(C21)C=CC=C3)C=3C(=C(C=CC3)C3=CC=CC=C3)C3=NN=NC(=C3C3=C(C=CC=C3)C3=CC=CC=C3)C3=CC=CC=C3 dibenzoselenophenyl-[phenyl(biphenylyl)triazineyl]biphenyl